CC=1N(C2=CC=CC=C2C1C1=CC=C(C=C1)C(=O)N1CCC(CC1)C=1NC=C(N1)C)C(=O)OC(C)(C)C tert-butyl 2-methyl-3-(4-{[4-(4-methyl-1H-imidazol-2-yl)piperidin-1-yl]carbonyl}phenyl)-1H-indole-1-carboxylate